FC=1C=C(C=C(C1CN(C[C@@H]1NC(CC1)=O)C)OC)C=1C(=C(C=CC1)C1=C(C(=CC=C1)NC(=O)C1=CN=CN(C1=O)C)C)C (R)-N-(3''-fluoro-5''-methoxy-2,2'-dimethyl-4''-((methyl((5-oxopyrrolidin-2-yl)methyl)amino)methyl)-[1,1':3',1''-terphenyl]-3-yl)-1-methyl-6-oxo-1,6-dihydropyrimidine-5-carboxamide